3,7-dibromo-10-(5-morpholinopentyl)-10H-phenoxazine BrC=1C=CC=2N(C3=CC=C(C=C3OC2C1)Br)CCCCCN1CCOCC1